(R)-1-(4-(4-(1-(3-(difluoromethyl)-2-fluorophenyl)ethylamino)-2-methylpyrido[2,3-d]pyrimidin-6-yl)-3,6-dihydropyridin-1(2H)-yl)-2-methylpropan-1-one FC(C=1C(=C(C=CC1)[C@@H](C)NC=1C2=C(N=C(N1)C)N=CC(=C2)C=2CCN(CC2)C(C(C)C)=O)F)F